NCC1=NC(=NC=C1)C(=O)O aminomethylpyrimidinecarboxylic acid